ClC=1C=C2C=NN(C2=C(C1)C(=O)O)CC1=NC=C(N=C1)C1=CC(=C(C=C1)F)OC 5-chloro-1-((5-(4-fluoro-3-methoxyphenyl)pyrazin-2-yl)methyl)-1H-indazole-7-carboxylic acid